O(S(=O)(=O)C(F)(F)F)C1C(N(C(CC1)=O)C1=C(C=CC(=C1)C)OC)=O 1-(2-methoxy-5-methylphenyl)-2,6-dioxopiperidin-3-yl triflate